9-(6-(4,4-difluorocyclohex-1-en-1-yl)-3-oxo-3,4-dihydropyrazin-2-yl)-1-(3,4-difluorophenyl)-1,9-diazaspiro[5.5]undecane-2-one FC1(CC=C(CC1)C1=CNC(C(=N1)N1CCC2(CCCC(N2C2=CC(=C(C=C2)F)F)=O)CC1)=O)F